vinylidenestyrene C(=C)=C=CC1=CC=CC=C1